FC1=C(C=CC(=C1)F)S(=O)(=O)C=CC=1C(=NC(=NC1)NC1=CC=C(C=C1)OC)NC 5-{2-[(2,4-Difluorophenyl)sulfonyl]vinyl}-N2-(4-methoxyphenyl)-N4-methylpyrimidine-2,4-diamine